methyl 2-bromo-7-chloropyrazolo[1,5-a]pyrimidine-5-carboxylate BrC1=NN2C(N=C(C=C2Cl)C(=O)OC)=C1